N-(3-(((7-(1H-pyrazol-4-yl)-2,3-dihydrofuro[3,2-c]pyridin-4-yl)amino)methyl)phenyl)-2-methyl-1,2,3,4-tetrahydroisoquinoline-6-carboxamide N1N=CC(=C1)C=1C2=C(C(=NC1)NCC=1C=C(C=CC1)NC(=O)C=1C=C3CCN(CC3=CC1)C)CCO2